ClC=1N=C(C2=C(N1)C(=CS2)CN2[C@H](COCC2)C)N2[C@@H](COCC2)C (S)-4-((2-chloro-4-((R)-3-methylmorpholinyl)thieno[3,2-d]pyrimidin-7-yl)methyl)-3-methylmorpholine